(2,6,6-trimethyl-2-cyclohexen-1-yl)-1-penten-3-one CC=1C(C(CCC1)(C)C)C=CC(CC)=O